ClC1=C(C=CC(=C1)Cl)C(C(=O)N1C[C@]2(CC1)NC1=NC(=C(C=C1CC2)C2=NC=CC=N2)C)C 2-(2,4-dichlorophenyl)-1-[(2S)-7-methyl-6-(pyrimidin-2-yl)-3,4-dihydro-1H-spiro[1,8-naphthyridine-2,3'-pyrrolidin]-1'-yl]propan-1-one